C(C1=CC=CC=C1)OC(=O)N(CCN(C(=O)C1=CC=C(C=C1)C1=C(N(C=C1)S(NC(=O)OCC1=CC=CC=C1)(=O)=O)C(=O)OCC1=CC=CC=C1)C)C Benzyl 3-[4-[2-[Benzyloxycarbonyl(methyl)amino]ethyl-methyl-carbamoyl]phenyl]-1-(benzyloxycarbonylsulfamoyl)pyrrole-2-carboxylate